bromo-N-(cyclopropylmethyl)-N-methylpyrimidin-2-amine BrC1=NC(=NC=C1)N(C)CC1CC1